N-(4-(3,4-dihydroisoquinolin-2(1H)-yl)-2-(ethylsulfanyl)-6-methylphenyl)-3,3-dimethylbutyramide C1N(CCC2=CC=CC=C12)C1=CC(=C(C(=C1)C)NC(CC(C)(C)C)=O)SCC